ClC1=C2C(=CN=CC2=CC=C1)N1CC=2N=C(N=C(C2CC1)N1C[C@@H](N(CC1)C(C(=C)F)=O)CC#N)OC[C@H]1N(CCC1)C 2-((S)-4-(7-(5-Chloroisoquinolin-4-yl)-2-(((S)-1-methylpyrrolidin-2-yl)methoxy)-5,6,7,8-tetrahydropyrido[3,4-d]pyrimidin-4-yl)-1-(2-fluoroacryloyl)piperazin-2-yl)acetonitrile